S1C(NC=C1)=C(C#N)C#N 2-(thiazole-2(3H)-ylidene)malononitrile